tert-butyl (R)-3-(2-((tert-butoxycarbonyl)amino)-2-(o-tolyl)ethoxy)propanoate C(C)(C)(C)OC(=O)N[C@@H](COCCC(=O)OC(C)(C)C)C1=C(C=CC=C1)C